6-(chloromethyl)-3-fluoro-N-(3-((1s,3s)-3-methyl-1-(4-methyl-4H-1,2,4-triazol-3-yl)cyclobutyl)phenyl)imidazo[1,2-a]pyridine-8-carboxamide ClCC=1C=C(C=2N(C1)C(=CN2)F)C(=O)NC2=CC(=CC=C2)C2(CC(C2)C)C2=NN=CN2C